CN1CCC(CC1)NC1=CC=C(C(=O)NC2=CC(=NN2)C2=CNC3=C(C=CC=C23)C(=O)N)C=C1 3-(5-(4-((1-methylpiperidin-4-yl)amino)benzoylamino)-1H-pyrazol-3-yl)-1H-indole-7-carboxamide